BrC=1NC2=CC=CC=3C4=C[C@H](CN([C@@H]4CC1C32)C)C(=O)N(C(C([2H])([2H])[2H])([2H])[2H])C(C([2H])([2H])[2H])([2H])[2H] (6aR,9R)-5-bromo-N,N-bis(ethyl-d5)-7-methyl-4,6,6a,7,8,9-hexahydroindolo[4,3-fg]quinoline-9-carboxamide